(S)-N-(2-(dimethylamino)-1-phenylethyl)-6,6-dimethyl-3-((3-(4-propionamidobenzamido)phenyl)amino)-4,6-dihydropyrrolo[3,4-c]pyrazole-5(1H)-carboxamide CN(C[C@H](C1=CC=CC=C1)NC(=O)N1C(C=2NN=C(C2C1)NC1=CC(=CC=C1)NC(C1=CC=C(C=C1)NC(CC)=O)=O)(C)C)C